CO[C@H]1[C@@H](O[C@@H]([C@H]1O)CO)N1C(=O)N=C(N)C(=C1)C#CC O-Methyl-5-(1-propynyl)cytidine